(2-thienyl-carbonyl)-benzotriazole S1C(=CC=C1)C(=O)C1=CC=CC=2NN=NC21